ON1C(C=C(C=C1C=C(CC(C)(C)C)C)C)=O 1-hydroxy-4-methyl-6-(2,4,4-trimethylpentenyl)-2-pyridon